OC1=C(C=CC(=C1)O)C=1N=C(SC1)NC(CCCCCO)=O N-(4-(2,4-dihydroxyphenyl)thiazol-2-yl)-6-hydroxyhexanamide